C1=CC=CC=2C3=CC=CC=C3C(C12)COC(=O)NCCC(=O)O N-[(9H-fluorene-9-ylmethoxy)carbonyl]-β-alanine